(3-(trifluoromethyl)-1H-pyrazol-4-yl)methanol FC(C1=NNC=C1CO)(F)F